(5-(5-chloro-2-methoxypyridin-4-yl)-1H-pyrazole-3-carbonyl)-N-((5-(difluoromethyl)isoxazol-3-yl)methyl)piperidine-4-carboxamide ClC=1C(=CC(=NC1)OC)C1=CC(=NN1)C(=O)N1CCC(CC1)C(=O)NCC1=NOC(=C1)C(F)F